CC1(N=NC=C1C)C1=CC=CC=C1C(C(=O)O)O.C(C)(C)OC(=O)C=CCCCCCCCCCCCCCCCCOC=1C2=CC=CC=C2C(=C2C=CC=CC12)OCCCCCCCCCCCCCCCCC=CC(=O)OC(C)C 9,10-bis(isopropoxycarbonyl-octadecenyleneoxy)anthracene 3,4-dimethylpyrazolemandelate